IC1=CNC2=NC(=CC=C21)N2[C@H](COCC2)C (S)-4-(3-Iodo-1H-pyrrolo[2,3-b]pyridin-6-yl)-3-methylmorpholine